1-(4-fluoro-2-methylphenyl)-3-(6-methoxy-2-methylpyridin-3-yl)-7-(trifluoromethyl)-2,3-dihydropyrido[2,3-d]pyrimidin-4(1H)-one FC1=CC(=C(C=C1)N1CN(C(C2=C1N=C(C=C2)C(F)(F)F)=O)C=2C(=NC(=CC2)OC)C)C